C(C1=CC=CC=C1)OC1=C2C[C@H](N(CC2=CC=C1OC)C=1OC2=C(N1)C=CC(=C2)C#N)C(=O)OC methyl (S)-5-(benzyloxy)-2-(6-cyanobenzo[d]oxazol-2-yl)-6-methoxy-1,2,3,4-tetrahydroisoquinoline-3-carboxylate